(R)-1-(4-(Benzyloxy)-3-(3-phenylpropoxy)phenoxy)-3-(isopropylamino)propan-2-ol C(C1=CC=CC=C1)OC1=C(C=C(OC[C@@H](CNC(C)C)O)C=C1)OCCCC1=CC=CC=C1